ClC1=NC(=NC(=C1)C)N1CC2(C=3C=NC(=CC31)NC(C)=O)CC2 N-(1'-(4-chloro-6-methylpyrimidin-2-yl)-1',2'-dihydrospiro[cyclopropane-1,3'-pyrrolo[3,2-c]pyridin]-6'-yl)acetamide